6-((1R,5S,6r)-3-oxabicyclo[3.1.0]hexan-6-yl)-2-(2-fluorobenzyl)-3-(fluoromethyl)-2,6-dihydro-7H-pyrazolo[3,4-d]pyridazin-7-one [C@H]12COC[C@@H]2C1N1N=CC=2C(C1=O)=NN(C2CF)CC2=C(C=CC=C2)F